FC=1C(=C2C(=NC(=NN2C1)N[C@@H]1[C@@H](CN(CC1)C)F)OC)C=1C=CC2=C(N(C=N2)CCF)C1 6-fluoro-N-((3R,4S)-3-fluoro-1-methylpiperidin-4-yl)-5-(1-(2-fluoroethyl)-1H-benzo[d]imidazol-6-yl)-4-methoxypyrrolo[2,1-f][1,2,4]triazin-2-amine